COC=1C(=NC=CC1C1=NN(N=C1)C)NC1=C(N=NC(=C1)N1C(N(CC1)C(C)C)=O)C(=O)NC([2H])([2H])[2H] 4-{[3-methoxy-4-(2-methyl-2H-1,2,3-triazol-4-yl)pyridin-2-yl]amino}-N-(2H3)methyl-6-[2-oxo-3-(propan-2-yl)imidazolidin-1-yl]pyridazine-3-carboxamide